C(C)(C)(C)OC(=O)N1CC(CCC1)C1=NC(=NO1)C1=NC(=C2N=C(N(C2=N1)C)C1=CC=NC=C1)N1CCOCC1 3-{3-[9-methyl-6-(morpholin-4-yl)-8-(pyridin-4-yl)-9H-purin-2-yl]-1,2,4-oxadiazol-5-yl}piperidine-1-carboxylic acid tert-butyl ester